deuterofluoropropyltropane [2H]C1[C@]2(CC[C@@H](CC1)N2C)CCCF